ClC=1C=C2CC(CC2=CC1)NC1=NC=C(C=N1)C(=O)N1CCC12CCOCC2 (2-((5-chloro-2,3-dihydro-1H-inden-2-yl)amino)pyrimidin-5-yl)(7-oxa-1-azaspiro[3.5]non-1-yl)methanone